ClC1=C(C=CC(=N1)N1CC(C1)S(=O)(=O)N(C)C)C=O 1-(6-chloro-5-formyl-2-pyridinyl)-N,N-dimethyl-azetidine-3-sulfonamide